2',6'-Dichloro-5-fluoro-3,4'-bipyridine ClC1=NC(=CC(=C1)C=1C=NC=C(C1)F)Cl